tetra-lithium platinum (IV) cyanide [Pt](C#N)(C#N)(C#N)C#N.[Li].[Li].[Li].[Li]